2-{3-[(3R,5S)-3,5-dimethylpiperazin-1-yl]-1,2,4-triazin-6-yl}-5-(2-methylimidazo[1,2-a]pyrazin-6-yl)phenol C[C@@H]1CN(C[C@@H](N1)C)C=1N=NC(=CN1)C1=C(C=C(C=C1)C=1N=CC=2N(C1)C=C(N2)C)O